BrC1=CC=C(C=C1)C(CCCCCCC(=O)NO)=O 8-(4-bromophenyl)-N-hydroxy-8-oxooctanamide